Cl.FC(C(C(F)(F)F)(C1=CC(=C(N)C=C1)C(F)(F)F)F)(F)F 4-(perfluoropropane-2-yl)-2-trifluoromethyl-aniline hydrochloride